1-(4,4-Difluorocyclohexyl)-1H-indol-5-amine FC1(CCC(CC1)N1C=CC2=CC(=CC=C12)N)F